2-((cis)-3-aminocyclobutyl)-1-(4,4-dimethylpiperidin-1-yl)ethan-1-one hydrochloride Cl.N[C@H]1C[C@H](C1)CC(=O)N1CCC(CC1)(C)C